BrC=1C=C(C#N)C=CC1C(=O)N1CCC(CC1)(C)OC 3-bromo-4-(4-methoxy-4-methyl-piperidine-1-carbonyl)benzonitrile